ClC=1C=C2C=C(NC2=CC1C1=NC=C(N=C1)OC)CNC(=O)[C@H]1COCC1 N-{[5-chloro-6-(5-methoxy-2-pyrazinyl)-2-indolyl]methyl}-(R)-perhydro-3-furamide